tert-butyl 3-(2-fluoro-4-nitrophenyl)azetidine-1-carboxylate FC1=C(C=CC(=C1)[N+](=O)[O-])C1CN(C1)C(=O)OC(C)(C)C